ClC1=NC=C2NC(N(C2=N1)CC1=CC=C(C=C1)C=1N(N=C(N1)C(F)(F)F)C)=O 2-Chloro-9-([4-[2-methyl-5-(trifluoromethyl)-1,2,4-triazol-3-yl]phenyl]methyl)-7H-purin-8-one